1-(3,5-difluorobenzyl)-2-methyl-4-nitro-1H-imidazole FC=1C=C(CN2C(=NC(=C2)[N+](=O)[O-])C)C=C(C1)F